C(C)(C)(C)OC(COC1=C(C=C(C=C1)N1N=C(C=C1)NC=1C(=C2C=NN(C2=CC1)C1OCCCC1)Cl)F)=O 2-(4-(3-((4-chloro-1-(tetrahydro-2H-pyran-2-yl)-1H-indazol-5-yl)amino)-1H-pyrazol-1-yl)-2-fluorophenoxy)acetic acid tert-butyl ester